(R)-N-((3-CHLORO-5-CYANO-4-((4-(3-FLUOROAZETIDIN-1-YL)-1-((4-FLUOROPHENYL)THIO)BUTAN-2-YL)AMINO)PHENYL)SULFONYL)-1-METHOXYCYCLOHEXANE-1-CARBOXAMIDE ClC=1C=C(C=C(C1N[C@@H](CSC1=CC=C(C=C1)F)CCN1CC(C1)F)C#N)S(=O)(=O)NC(=O)C1(CCCCC1)OC